17-allyl4,5α-epoxy-3,14-dihydroxymorphinan-6-one C(C=C)N1[C@H]2[C@@]3(CCC([C@H]4[C@@]3(C=3C(=C(C=CC3C2)O)O4)CC1)=O)O